CN1C(N(C2=C1C=CC(=C2)NC2=C(C=CC=C2)[N+](=O)[O-])C)=O 1,3-dimethyl-5-((2-nitrophenyl)amino)-1,3-dihydro-2H-benzo[d]imidazol-2-one